C(C)(=O)O[C@H]1[C@H](N(C[C@@H]1OC(=O)OC(C)(C)C)C(=O)OC(C)(C)C)CC1=CC=C(C=C1)C=1SC=C(C1)C#N tert-butyl (2R,3S,4S)-3-(acetyloxy)-4-[(tert-butoxycarbonyl)oxy]-2-{[4-(4-cyanothiophen-2-yl)phenyl]methyl}pyrrolidine-1-carboxylate